9-methyl-11-(prop-2-yl)-11-azatricyclo[6.2.1.02,7]Undec-2,4,6-triene hydrochloride Cl.CC1C2C3=CC=CC=C3C(C1)N2C(C)C